C(C)(C)(C)OC(=O)N1C(CCC1)CC1C(OC(OC1=O)(C)C)=O 2-[(2,2-dimethyl-4,6-dioxo-1,3-dioxan-5-yl)methyl]Pyrrolidine-1-carboxylic acid tert-butyl ester